COC(COC([C@H](NC(=O)OC(C)(C)C)C)=O)C (R)-(tert-Butoxycarbonyl)-L-alanine 2-methoxypropyl ester